2,3-Dihydrothieno[3,4-b]furan-6-carbaldehyde O1C=2C(CC1)=CSC2C=O